OCCOC1=CC=C(C=C1)C(C)C 2-[4-(2-hydroxyethoxy)phenyl]propane